3,4-dimethoxy-2-nitrobenzoic acid COC=1C(=C(C(=O)O)C=CC1OC)[N+](=O)[O-]